1-(1-(6-(dimethylamino)pyrazin-2-yl)-1H-pyrazol-4-yl)ethan-1-one CN(C1=CN=CC(=N1)N1N=CC(=C1)C(C)=O)C